COC(CN1S(C2=C(NC1=O)C=CC=C2Br)(=O)=O)=O.C(C)OC2CCCCCCCCCCC2 ethyloxyl-cyclododecane methyl-2-(8-bromo-1,1,3-trioxo-4H-1lambda6,2,4-benzothiadiazin-2-yl)acetate